O=C1NC=CC2=C1N=NC(=C2)C2(CC2)C(=O)N (8-oxo-7,8-dihydropyrido[3,4-c]pyridazine-3-yl)cyclopropaneformamide